2-(3-(3-Morpholinopropoxy)phenyl)-N-(6-(piperazin-1-yl)pyridin-3-yl)thieno[3,2-d]pyrimidin-4-amine O1CCN(CC1)CCCOC=1C=C(C=CC1)C=1N=C(C2=C(N1)C=CS2)NC=2C=NC(=CC2)N2CCNCC2